3-(3-ethyl-4-phenoxyphenyl)-1-(3-methylphenyl)urea C(C)C=1C=C(C=CC1OC1=CC=CC=C1)NC(NC1=CC(=CC=C1)C)=O